2-amino-N,N-dimethylethane-1-sulfonamide NCCS(=O)(=O)N(C)C